N-(4-((6-ethylpyridin-3-yl)oxy)-3-methylphenyl)-6-(piperazin-1-yl)pyrido[3,2-d]pyrimidin-4-amine C(C)C1=CC=C(C=N1)OC1=C(C=C(C=C1)NC=1C2=C(N=CN1)C=CC(=N2)N2CCNCC2)C